C(C)OC(CCC)(OCC)OCC triethoxyn-butane